tert-butyl 3-[6-benzyloxy-8-fluoro-7-(1,1,4-trioxo-1,2,5-thiadiazolidin-2-yl)-2-naphthyl]-2,5-dihydropyrrole-1-carboxylate C(C1=CC=CC=C1)OC=1C=C2C=CC(=CC2=C(C1N1S(NC(C1)=O)(=O)=O)F)C=1CN(CC1)C(=O)OC(C)(C)C